ClCCCNCCNCCCCl 1,2-bis(3-chloropropyl)amino-ethane